CC1=CC=C(C(=N1)N1C(CC(CC1)C(=O)OC)C(=O)OC)[N+](=O)[O-] dimethyl 1-(6-methyl-3-nitropyridin-2-yl)piperidine-2,4-dicarboxylate